F[C@@H]1[C@@H]2C[C@H]([C@H](C[C@H]1N(C=1N=NC(=CN1)C1=C(C=C(C=C1)N1C=NC=C1)O)C)N2)OC 2-(3-(((1S,2R,3R,5S,6R)-2-fluoro-6-methoxy-8-azabicyclo[3.2.1]octan-3-yl)(methyl)amino)-1,2,4-triazin-6-yl)-5-(1H-imidazol-1-yl)phenol